chloro-9-(2,6-difluorophenyl)-N-[(2R)-2-hydroxypropyl]-7-methyl-12-(trifluoromethyl)-2,3,5,8,13-pentazatricyclo[8.4.0.02,6]tetradeca-1(10),3,5,8,11,13-hexaene-4-carboxamide ClC1(C2=NC(=NN2C=2C=NC(=CC2C(=N1)C1=C(C=CC=C1F)F)C(F)(F)F)C(=O)NC[C@@H](C)O)C